CO\N=C/1\C(=C(CCC1)C)C1=C(C=CC2=CC=CC=C12)C#C[Si](C)(C)C(C)(C)C (E)-2-(2-((tert-butyldimethylsilyl)ethynyl)naphthalen-1-yl)-3-methylcyclohex-2-en-1-one-O-methyl oxime